C(C)(C)(C)OC(=O)NC1CC2(CN(C2)C2=NC=3C(=C(C4=C(C3C=N2)COC4)C4=NC=C(C2=C4C(=C(S2)NC(OC(C)(C)C)=O)C#N)F)F)C1 tert-Butyl (4-(3-(6-((tert-butoxycarbonyl)amino)-2-azaspiro[3.3]heptan-2-yl)-5-fluoro-7,9-dihydrofuro[3,4-f]quinazolin-6-yl)-3-cyano-7-fluorothieno[3,2-c]pyridin-2-yl)carbamate